The molecule is a dizwitterionic form of 2-(3-amino-3-carboxypropyl)-L-histidine arising from transfer of two protons from the carboxy to the amino groups; major species at pH 7.3. It is a tautomer of a 2-(3-amino-3-carboxypropyl)-L-histidine. C1=C(NC(=N1)CCC(C(=O)[O-])[NH3+])C[C@@H](C(=O)[O-])[NH3+]